ClC=1C(=NC2=CC(=C(N=C2C1Cl)C=1C=NC(=CC1)P(=O)(C)CC)F)C 3,4-dichloro-6-{6-[ethyl(methyl)phosphoryl]pyridin-3-yl}-7-fluoro-2-methyl-1,5-naphthyridine